6-chloro-1H-indole-3-carboxylic acid ClC1=CC=C2C(=CNC2=C1)C(=O)O